N-(4-(3-(DIMETHYLAMINO)PROP-1-YN-1-YL)PHENYL)-5,7-DIMETHYLPYRAZOLO[1,5-a]PYRIMIDINE-3-CARBOXAMIDE CN(CC#CC1=CC=C(C=C1)NC(=O)C=1C=NN2C1N=C(C=C2C)C)C